NC1=C(N=C2N1C=CC=C2C2=C(C=CC=C2OC)F)C(=O)NC21CC(C2)C1 3-amino-N-(bicyclo[1.1.1]pentan-1-yl)-8-(2-fluoro-6-methoxyphenyl)imidazo[1,2-a]pyridine-2-carboxamide